C(CC)C=1C=NC=CC1C(=O)O 3-propylpyridine-4-carboxylic acid